3-hexaphenyldisiloxane C1(=CC=CC2=CC3=CC=C4C=C5C=C6C=CC=CC6=CC5=CC4=C3C=C12)[SiH2]O[SiH3]